FC(C1(CC1)C1=CC=C(C=C1)C1=NC2=C(N1)C=CC=C2)(F)F 2-[4-[1-(Trifluoromethyl)-cyclopropyl]phenyl]-1H-benzo[d]imidazole